N-(4-fluorophenyl)-N-isopropylacetamide FC1=CC=C(C=C1)N(C(C)=O)C(C)C